ICCC(CCCCCCC)I 1,3-diiododecane